Cl.C(C)(=O)OCCCS(=O)(=O)NC=1C(=C(C(=O)C2=CNC3=NC=C(C=C32)C3=CC=C(C=C3)N3CCN(CC3)CC3CCN(CC3)CC(=O)O)C(=CC1)F)F 2-(4-((4-(4-(3-(3-(3-acetoxypropylsulfonamido)-2,6-difluorobenzoyl)-1H-pyrrolo[2,3-b]pyridin-5-yl)phenyl)piperazin-1-yl)methyl)piperidin-1-yl)acetic acid HCl salt